FC(C1=NC=C(C=N1)OB(O)O)(F)F 2-(trifluoromethyl)pyrimidin-5-yl-boric acid